BrC=1C=CC=C2C(=CNC12)C(C(=O)NC1=CC=CC=C1)=C (7-bromo-1H-indol-3-yl)-N-phenylacrylamide